CC=1N=C2N(N=C(C=C2C)NC(=O)C2=CC=C(C3=C2N=C(S3)OC)N3C[C@@H](N([C@H](C3)C)C(=O)OC(C)(C)C)C)C1 tert-butyl (2S,6S)-4-[4-[(2,8-dimethylimidazo[1,2-b]pyridazin-6-yl)carbamoyl]-2-methoxy-1,3-benzothiazol-7-yl]-2,6-dimethyl-piperazine-1-carboxylate